ClC1=C(OC2=CC=C(N)C=C2)C=CC(=C1)Cl 4-(2,4-dichlorophenoxy)aniline